5-[(4R,9aR)-4-methyl-1,3,4,6,7,8,9,9a-octahydropyrazino[1,2-a]pyrazin-2-yl]quinoline-8-carbonitrile C[C@@H]1CN(C[C@@H]2N1CCNC2)C2=C1C=CC=NC1=C(C=C2)C#N